OC1=C(C=CC=C1)C(C1=CC(=C(C=C1C)O)C1CCCCC1)C1=CC(=C(C=C1C)O)C1CCCCC1 4,4'-[(2-hydroxyphenyl)methylene]bis[2-cyclohexyl-5-methylphenol]